N-(1-(methylsulfonyl)piperidin-4-yl)-6-(1H-pyrazol-4-yl)-[1,2,4]triazolo[1,5-a]pyrazin-2-amine CS(=O)(=O)N1CCC(CC1)NC1=NN2C(C=NC(=C2)C=2C=NNC2)=N1